octane-1,8-diylbis((3-(3-benzyl-3-(4-(4-(benzylamino) benzyl) phenyl) ureido)-4-methylphenyl) carbamate) C(CCCCCCCN(C([O-])=O)C1=CC(=C(C=C1)C)NC(=O)N(CC1=CC=CC=C1)C1=CC=C(C=C1)CC1=CC=C(C=C1)NCC1=CC=CC=C1)N(C([O-])=O)C1=CC(=C(C=C1)C)NC(=O)N(C1=CC=C(C=C1)CC1=CC=C(C=C1)NCC1=CC=CC=C1)CC1=CC=CC=C1